1,3,5-trihydroxynaphthalene OC1=CC(=CC2=C(C=CC=C12)O)O